C(C1=CC=CC=C1)OC1=C(C(=C(C(=C1C)C)C(=O)OCC1=CC=CC=C1)C)CC(=O)O 2-(2-(benzyloxy)-5-((benzyloxy)carbonyl)-3,4,6-trimethylphenyl)acetic acid